[(1R,3S)-3-aminocyclohexyl]methyl 4-[[4-[[2-(6-methyl-2-pyridyl)pyrimidin-4-yl]amino]pyrimidin-2-yl]amino]thiophene-2-carboxylate CC1=CC=CC(=N1)C1=NC=CC(=N1)NC1=NC(=NC=C1)NC=1C=C(SC1)C(=O)OC[C@H]1C[C@H](CCC1)N